N6-{N2-[(1r,4S)-4-(aminomethyl)cyclohexane-1-carbonyl]-N6-carbamoyl-L-lysyl}-N2-{[(1S)-1,3-dicarboxypropyl]carbamoyl}-L-lysine NCC1CCC(CC1)C(=O)N[C@@H](CCCCNC(N)=O)C(=O)NCCCC[C@H](NC(N[C@@H](CCC(=O)O)C(=O)O)=O)C(=O)O